(E)-N-(4-(1-(4-((7-(2-(2,6-dioxopiperidin-3-yl)-1-oxoisoindoline-4-yl)hept-6-yn-1-yl)amino)benzoyl)piperidin-4-yl)butyl)-3-(pyridin-3-yl)acrylamide O=C1NC(CCC1N1C(C2=CC=CC(=C2C1)C#CCCCCCNC1=CC=C(C(=O)N2CCC(CC2)CCCCNC(\C=C\C=2C=NC=CC2)=O)C=C1)=O)=O